(1-(3-cyano-6-(1-methyl-1H-pyrazol-4-yl)pyrazolo[1,5-a]pyridin-4-yl)-1H-pyrazol-4-yl)-2-(6-(4-fluoro-1H-pyrazol-1-yl)pyridin-3-yl)acetamide C(#N)C=1C=NN2C1C(=CC(=C2)C=2C=NN(C2)C)N2N=CC(=C2)C(C(=O)N)C=2C=NC(=CC2)N2N=CC(=C2)F